6-bromo-N-(4-methoxybenzyl)-3-methylquinoxalin-2-amine BrC=1C=C2N=C(C(=NC2=CC1)NCC1=CC=C(C=C1)OC)C